O1N=C(C2=C1C=CC=C2)C#N benzo[d]isoxazole-3-carbonitrile